O1C[C@@H](C2=C1C=CC=C2)NC(C2=CC(=CC=C2)NC2(CCNCC2)C2=NN=C(N2)C2=CC=NC=C2)=O N-[(3R)-2,3-dihydro-1-benzofuran-3-yl]-3-([4-[5-(pyridin-4-yl)-4H-1,2,4-triazol-3-yl]piperidin-4-yl]amino)benzamide